C(C(C)(C)C)(=O)CC(C(C)(C)C)=O.[Ir] iridium (dipivaloylmethane)